4-(CHLOROMETHYL)NICOTINALDEHYDE ClCC1=CC=NC=C1C=O